COC(=O)[C@H]1NCCCC1 (S)-piperidine-2-carboxylic acid methyl ester